2-(isoindolin-2-ylmethyl)-5-((tetrahydro-2H-thiopyran-4-yl)methoxy)-4H-pyran-4-one C1N(CC2=CC=CC=C12)CC=1OC=C(C(C1)=O)OCC1CCSCC1